C(C)(C)(C)[C@H]1N(CCCC1(O)C)C=1C2=C(N=C(N1)Cl)C(=C(N=C2)Cl)F (R)-tert-butyl-1-(2,7-dichloro-8-fluoropyrido[4,3-d]pyrimidin-4-yl)-3-methylpiperidin-3-ol